7-fluoro-1-methyl-5-[5-[2-[1-(trifluoromethyl)cyclopropyl]ethynyl]-3,4-dihydro-2H-quinolin-1-yl]-[1,2,4]triazolo[4,3-a]quinazoline FC=1C=C2C(=NC=3N(C2=CC1)C(=NN3)C)N3CCCC1=C(C=CC=C31)C#CC3(CC3)C(F)(F)F